(2,3-dihydro-1H-inden-4-yl)-6-ethoxy-1H-pyrazolo[4,3-b]pyridine C1CCC2=C(C=CC=C12)N1N=CC2=NC=C(C=C21)OCC